2-(4-methoxyphenyl)-3,5-dimethyl-6-(4-methylphenyl)piperidin-4-one COC1=CC=C(C=C1)C1NC(C(C(C1C)=O)C)C1=CC=C(C=C1)C